3-[(3-benzyl-1,2,4-oxadiazol-5-yl)meth-yl]-1-(4-methylphenyl)urea C(C1=CC=CC=C1)C1=NOC(=N1)CNC(NC1=CC=C(C=C1)C)=O